BrC=1C=C(C#N)C=CC1C1C2=C(N(C(N1C)=O)C1=CC(=CC=C1)C(F)(F)F)CCN(C2=O)C 3-Bromo-4-{3,6-dimethyl-2,5-dioxo-1-[3-(trifluoromethyl)phenyl]-1H,2H,3H,4H,5H,6H,7H,8H-pyrido[4,3-d]pyrimidin-4-yl}benzonitrile